N-{3-[2-(4-chloro-3-fluorophenoxy)acetamido]bicyclo[1.1.1]pentan-1-yl}-1,3-dimethyl-1H-pyrazole-4-carboxamide ClC1=C(C=C(OCC(=O)NC23CC(C2)(C3)NC(=O)C=3C(=NN(C3)C)C)C=C1)F